4,5-dideuterocarbazole [2H]C1=CC=CC=2NC3=CC=CC(=C3C12)[2H]